(3aR,7aS)-1-oxooctahydro-5H-pyrrolo[3,4-c]pyridine-5-carboxylic acid Butyl ester C(CCC)OC(=O)N1C[C@@H]2[C@H](CC1)C(NC2)=O